C1=CC=CC=2C(C3=C(CCC21)C=CC=C3)=O 5-dibenzo[A,D]cycloheptanone